(2S)-{4-[6-Amino-5-(p-chlorophenyl)-4-pyrimidinyl]-1H-pyrazol-1-yl}[p-(trifluoromethyl)phenyl]acetic acid NC1=C(C(=NC=N1)C=1C=NN(C1)[C@H](C(=O)O)C1=CC=C(C=C1)C(F)(F)F)C1=CC=C(C=C1)Cl